CN(CCN(C1=C(C=C(C=C1)NC=1N=CC2=C(N1)N(C(C=C2C#C[Si](C)(C)C)=O)C)C=2C=NN(C2)C)C)C 2-[(4-{[2-(Dimethylamino)ethyl](methyl)amino}-3-(1-methylpyrazol-4-yl)phenyl)amino]-8-methyl-5-[2-(trimethylsilyl)ethynyl]pyrido[2,3-d]pyrimidin-7-one